N-((5-(5-(1-acetylpyrrolidin-3-yl)pyridin-2-yl)-1,3,4-oxadiazol-2-yl)methyl)-2-(2,4-bis(trifluoromethyl)phenyl)-N-(4-fluorophenyl)acetamide C(C)(=O)N1CC(CC1)C=1C=CC(=NC1)C1=NN=C(O1)CN(C(CC1=C(C=C(C=C1)C(F)(F)F)C(F)(F)F)=O)C1=CC=C(C=C1)F